O=C1C2=C(C3=C1C=NC1=CC=C(C=C31)NC=3C(=NC=CC3)C#N)C=NC(=N2)C(F)(F)F 3-((7-oxo-9-(trifluoromethyl)-7H-pyrimido[5',4':3,4]cyclopenta[1,2-c]quinolin-2-yl)amino)pyridinecarbonitrile